C1(=CC=CC=C1)C(CC(C)S(=O)(=O)C1=CC=CC=C1)=O 1-phenyl-3-(phenylsulfonyl)butan-1-one